BrC1=C(OC2=C(O[C@H](C(=O)OCC#C)OC)C=CC=C2)C=C(C(=C1)F)N1C(N(C(=CC1=O)C(F)(F)F)C)=O |r| prop-2-ynyl rac-2-[2-[2-bromo-4-fluoro-5-[3-methyl-2,6-dioxo-4-(trifluoromethyl)pyrimidin-1-yl]phenoxy]phenoxy]-2-methoxy-acetate